6,8-diphenyl-2-(p-tolyl)imidazo[1,2-a]pyridine C1(=CC=CC=C1)C=1C=C(C=2N(C1)C=C(N2)C2=CC=C(C=C2)C)C2=CC=CC=C2